FC1=C(OC2=C[C@@]3(C(CN(C3)C[C@@H](O)C3=CC4=C(NC(OC4)=O)C=C3)=C2)O)C=CC=C1 6-((S)-2-((3as,5S,6ar)-5-(2-fluorophenoxy)-3a-hydroxycyclopenta[c]pyrrol-2(1H)-yl)-1-hydroxyethyl)-1,4-dihydro-2H-benzo[d][1,3]oxazin-2-one